2-([5-(3-Methoxyphenyl)-1-[2-(propan-2-yloxy)phenyl]-1H-pyrazol-3-yl]methoxy)-2-methylpropanoic acid COC=1C=C(C=CC1)C1=CC(=NN1C1=C(C=CC=C1)OC(C)C)COC(C(=O)O)(C)C